6,7-dimethoxy-3,4-dihydroisoquinoline hydrochloride Cl.COC=1C=C2CCN=CC2=CC1OC